L-3,4-dihydroxybenzeneacetic acid OC=1C=C(C=CC1O)CC(=O)O